6-((cyclopropylmethyl)amino)picolinonitrile C1(CC1)CNC1=CC=CC(=N1)C#N